C1(=CC=CC=C1)C(C)N (-)-alpha-phenylethylamine